6-cyano-(5R)-3-carbonyl-hexanoic acid tert-butyl ester C(C)(C)(C)OC(CC(CCCC#N)=C=O)=O